tert-butyl (6-((2-(3,5-dimethyl-4-(2,2,2-trifluoroacetyl) piperazin-1-yl) quinolin-6-yl)amino)spiro[3.3]heptan-2-yl)carbamate CC1CN(CC(N1C(C(F)(F)F)=O)C)C1=NC2=CC=C(C=C2C=C1)NC1CC2(CC(C2)NC(OC(C)(C)C)=O)C1